tin-silver-cerium [Ce].[Ag].[Sn]